2-hydroxymethylcyclopropan-1-ol OCC1C(C1)O